tert-butyl 1-[8-(5-carbamoyl-3-pyridyl)-1-(3,5-dichlorophenyl)-7-methoxy-4,5-dihydrobenzo[g]indazole-3-carbonyl]-3,3a,4,6,7,7a-hexahydro-2H-pyrrolo[3,2-c]pyridine-5-carboxylate C(N)(=O)C=1C=C(C=NC1)C1=CC2=C(CCC=3C(=NN(C23)C2=CC(=CC(=C2)Cl)Cl)C(=O)N2CCC3CN(CCC32)C(=O)OC(C)(C)C)C=C1OC